(rac)-1-(5-(4-bromo-3-methoxybenzoyl)-2-(4-isopropylphenyl)-4,5,5a,6,8,9-hexahydro-1,5,7,9a-tetraazabenzo[cd]azulen-7(3H)-yl)prop-2-en-1-one BrC1=C(C=C(C(=O)N2CCC=3C(=NN4CCN(C[C@@H]2C34)C(C=C)=O)C3=CC=C(C=C3)C(C)C)C=C1)OC |r|